CN(CCNC(=O)C1=CC2=C(OCO2)C=C1)C N-(2-(dimethylamino)ethyl)benzo[d][1,3]dioxole-5-carboxamide